C(C1=CC=CC=C1)OC1=C(N2C(C3=C(C=CC=C13)Br)=NC(=N2)C)C(=O)O 6-(benzyloxy)-10-bromo-2-methyl-[1,2,4]triazolo[5,1-a]isoquinoline-5-carboxylic acid